BrC1=C(C(=CC2=C1N(N=N2)CC(CC)(O)CC)C2=C(C=CC=C2)C2=CC(=C(C=C2)C#N)F)F 2'-(7-bromo-1-(2-ethyl-2-hydroxybutyl)-6-fluoro-1H-benzo[d][1,2,3]triazol-5-yl)-3-fluoro-[1,1'-biphenyl]-4-carbonitrile